OC(CN(C(=O)CN1C(=NC2=C3CC[C@@H](NC3=CC=C21)C)CCN2C(C=CC=C2)=O)C)(C)C (7S)-3-{[(2-Hydroxy-2-methylpropyl)(methyl)carbamoyl]methyl}-7-methyl-2-[2-(2-oxo-1,2-dihydropyridin-1-yl)ethyl]-3H,6H,7H,8H,9H-imidazo[4,5-f]chinolin